O1N=CC2=C1C=C(C=C2)C#CC2=NN(C(=C2C(=O)N)NC)[C@@H]2CN([C@H](C2)COC)C(C=C)=O 3-[2-(1,2-benzooxazol-6-yl)ethynyl]-1-[(3s,5r)-5-(methoxymethyl)-1-(prop-2-enoyl)pyrrolidin-3-yl]-5-(methylamino)pyrazole-4-carboxamide